CC1(COC2=CC(=CC=C2C1NC(O[C@@H]1CN2CCC1CC2)=O)C2=C1C=NN(C1=CC=C2)C)C (S)-quinuclidin-3-yl (3,3-dimethyl-7-(1-methyl-1H-indazol-4-yl)chroman-4-yl)carbamate